2'-{[(2S)-1,4-dioxan-2-yl]methyl}-8'-(trifluoromethyl)-2',5'-dihydrospiro[cyclopropane-1,4'-furo[2,3-g]indazole]-7'-carboxylic acid ethyl ester C(C)OC(=O)C1=C(C2=C(CC3(C4=CN(N=C24)C[C@@H]2OCCOC2)CC3)O1)C(F)(F)F